[Sc+3].COCC[O-].COCC[O-].COCC[O-] 2-methoxyethanolate scandium